N-(1,3-dimethylbutylidene)propyl-amine CC(CC(C)C)=NCCC